1-((3R,4S)-4-((5-(1-(1,3-difluoropropan-2-yl)-1H-benzo[d][1,2,3]triazol-6-yl)-6-fluoro-4-methoxypyrrolo[2,1-f][1,2,4]triazin-2-yl)amino)-3-fluoropiperidin-1-yl)-2-hydroxyethan-1-one FCC(CF)N1N=NC2=C1C=C(C=C2)C=2C(=CN1N=C(N=C(C12)OC)N[C@@H]1[C@@H](CN(CC1)C(CO)=O)F)F